ClC=1C=C2C(=C3C4(NC(NC13)=O)CCCCC4)OC(=C2)C(=O)N(C)CC(C2=CC=CC=C2)O 5'-chloro-N-(2-hydroxy-2-phenylethyl)-N-methyl-7'-oxo-7',8'-dihydro-6'H-spiro[cyclohexane-1,9'-furo[2,3-f]quinazoline]-2'-carboxamide